5-fluoro-1-(5-fluoro-2-methoxy-4-(3-(trifluoromethyl)cyclobutyl)phenyl)-N-(isoxazol-3-yl)-2-oxo-1,2-dihydroquinoline-6-sulphonamide FC1=C2C=CC(N(C2=CC=C1S(=O)(=O)NC1=NOC=C1)C1=C(C=C(C(=C1)F)C1CC(C1)C(F)(F)F)OC)=O